4-ethyl-N2-(1-((trans)-3-fluoro-1-(tetrahydro-2H-pyran-4-yl)piperidin-4-yl)-1H-pyrazol-4-yl)-5-(trifluoromethyl)pyrimidine-2,4-diamine C(C)C1(NC(=NC=C1C(F)(F)F)NC=1C=NN(C1)[C@H]1[C@@H](CN(CC1)C1CCOCC1)F)N